FC1=CC=C(C=C1)C=C=C(CCC1=CC=CC=C1)C 1-Fluoro-4-(3-methyl-5-phenyl-1,2-pentadien-1-yl)benzene